[C@H]1(CCCC2=CC=CC=C12)NC(=O)C=1N=CSC1 N-[(1R)-1,2,3,4-tetrahydronaphthalen-1-yl]-4-thiazolecarboxamide